N1C(=O)NC=2NC(=O)NC2C1=O trans-uric acid